COC(C)N 2-methoxy-2-ethylamine